CC1(COB(OC1)C1=CC=C2C=CCN(C2=C1)C)C 7-(5,5-Dimethyl-1,3,2-dioxaborinan-2-yl)-1-methylquinolin